C(C)OC(C1=CN=CC=C1OC[C@@H](CC1=CC=CC=C1)NC(=O)OC(C)(C)C)=O (R)-4-(2-((tert-butoxycarbonyl)amino)-3-phenylpropoxy)nicotinic acid ethyl ester